C(C)SC1=NC(=CC(=C1C(=O)NCC1=CC=C(C=C1)OC(F)(F)F)C)N1CCOCC1 2-Ethylsulfanyl-4-methyl-6-morpholin-4-yl-N-[[4-(trifluoromethyloxy)-phenyl]-methyl]pyridine-3-carboxylic acid amide